5-(4-{4-[(4-{[tert-butyl(dimethyl)silyl]oxy}phenyl)amino]-1H-pyrazol-1-yl}butoxy)-3,4-dihydroisoquinoline [Si](C)(C)(C(C)(C)C)OC1=CC=C(C=C1)NC=1C=NN(C1)CCCCOC1=C2CCN=CC2=CC=C1